C(C=C)OC[C@H]1C[C@H](CN1C(=O)C1COCCC1)OCCOC1=C(C=C(C(=O)OC)C=C1C)C methyl 4-(2-(((3R,5R)-5-((allyloxy)methyl)-1-(tetrahydro-2H-pyran-3-carbonyl)pyrrolidin-3-yl)oxy)ethoxy)-3,5-dimethylbenzoate